P(O)(=O)(OP(=O)(O)OP(=O)(O)O)OC[C@@H]1[C@H]([C@H]([C@@H](O1)N1C(=O)NC(=O)C=C1)Br)O 2'-bromo-deoxyuridine triphosphate